(S)-N-(3-chloro-4-fluorophenyl)-7-fluoro-1-((5-hydroxypyrimidin-2-yl)amino)-2,3-dihydro-1H-indene-4-carboxamide ClC=1C=C(C=CC1F)NC(=O)C=1C=2CC[C@@H](C2C(=CC1)F)NC1=NC=C(C=N1)O